O1COCC2=C1C=CC(=C2)C(N2CCN(CC2)C(=O)ON2N=NC1=C2C=C(C=C1)C(F)(F)F)C1=CC2=C(OCOC2)C=C1 6-(trifluoromethyl)-1H-benzo[d][1,2,3]triazol-1-yl 4-(bis(4H-benzo[d][1,3]dioxin-6-yl)methyl)piperazine-1-carboxylate